{1-[4-(4-Cyclopropylmethoxy-6-methyl-pyrimidin-2-yl)-2,6-difluoro-phenyl]-pyrrolidine-3-yl}-acetic acid ethyl ester C(C)OC(CC1CN(CC1)C1=C(C=C(C=C1F)C1=NC(=CC(=N1)OCC1CC1)C)F)=O